C(C1=CC=CC=C1)OC1=NC(=CC=C1C1=CC(=C(C=C1)N1C(CC(CC1)CO)=O)F)OCC1=CC=CC=C1 1-(4-(2,6-bis(benzyloxy)pyridin-3-yl)-2-fluorophenyl)-4-(hydroxymethyl)piperidin-2-one